C(#C)C1=CC=C(C(=O)NCCOC(CC(C)C)=O)C=C1 (2S)-2-[(4-ethynylbenzoyl) amino]Ethyl-3-methyl-butyrate